B([O-])([O-])O.B(O)(O)O.B(O)(O)O.B(O)(O)O.[K+].[Na+] sodium potassium tetraborate